7-(3H-benzimidazol-3-yl)-9-{[(3R,4S)-1-[(1-carboxycyclohexyl)methyl]-4-(3-fluorophenyl)pyrrolidin-3-yl]methyl}-3-thia-9-azabicyclo[3.3.1]nonane N1=CN(C2=C1C=CC=C2)C2CC1CSCC(C2)N1C[C@H]1CN(C[C@@H]1C1=CC(=CC=C1)F)CC1(CCCCC1)C(=O)O